C1(CC1)C=1N=NN(C1)C(C(=O)N1C(CC(C1)O)C(=O)NCC)C(C)(C)C 1-(2-(4-cyclopropyl-1H-1,2,3-triazol-1-yl)-3,3-dimethylbutyryl)-N-ethyl-4-hydroxypyrrolidine-2-carboxamide